O-isopropyl S-(1-methyl-2-oxo-2-phenylethyl) dithiocarbonate C(SC(C(C1=CC=CC=C1)=O)C)(OC(C)C)=S